4-Bromo-1-(2-bromoethyl)pyrazole BrC=1C=NN(C1)CCBr